azoadenine N(=NC1=NC(=C2NC=NC2=N1)N)C1=NC(=C2NC=NC2=N1)N